(S)-5-(6-(cyclopentylamino)-4-(difluoromethyl)pyridin-3-yl)-N-(2-hydroxy-2-methylpropyl)-4-(2-methylpyrrolidine-1-carbonyl)thiazole-2-carboxamide C1(CCCC1)NC1=CC(=C(C=N1)C1=C(N=C(S1)C(=O)NCC(C)(C)O)C(=O)N1[C@H](CCC1)C)C(F)F